(+)-6-[1-chloroethyl]-2,3-dihydrofuro[2,3-b]pyridine ClC(C)C1=CC=C2C(=N1)OCC2